N1-(5-bromopyrazin-2-yl)-2-methyl-N3-(5-(methylthio)pyrimidin-2-yl)propane-1,3-diamine BrC=1N=CC(=NC1)NCC(CNC1=NC=C(C=N1)SC)C